S1C(=CC=C1)P([O-])(=O)C(CCC)CCC thiophenyl-(n-propyl-n-butyl)phosphinate